OCCOCCOCC1C2C=CC(C1)C2 5-[2-(2-Hydroxyethoxy)ethoxymethyl]bicyclo[2.2.1]hept-2-en